FC1=C(C=CC(=C1)S(=O)(=O)C)N1CCN(CC1)C(=O)C1=C(OC=2N=CN=C(C21)NC2(CC2)C)C 5-[4-(2-fluoro-4-methylsulfonylphenyl)piperazine-1-carbonyl]-6-methyl-N-(1-methylcyclopropyl)furo[2,3-d]pyrimidin-4-amine